COC[C@H](C1=CC=CC=C1)NC1=NC(=CC(=C1)C=1N=NN(C1)CC1=CC=CC(=N1)N1C[C@H](CC1)C(=O)O)C1=CC(=CC=C1)C#N (S)-1-{6-[(4-{2-[(S)-2-methoxy-1-phenylethylamino]-6-(m-cyanophenyl)-4-pyridinyl}-1H-1,2,3-triazol-1-yl)methyl]-2-pyridinyl}-3-pyrrolidinecarboxylic acid